C(C)N1CCN(CC1)NC1=C(C=CC=C1)[N+](=O)[O-] (4-ethylpiperazin-1-yl)-2-nitroaniline